N'-((1,2,3,5,6,7-hexahydro-s-indacen-4-yl)carbamoyl)-4-(2-(methylamino)propan-2-yl)benzenesulfonimidamide C1CCC2=C(C=3CCCC3C=C12)NC(=O)N=S(=O)(N)C1=CC=C(C=C1)C(C)(C)NC